(2S,3R,5S)-3-(2-chloro-4-(trifluoromethoxy)phenyl)-N-(6-((R)-1,2-dihydroxyethyl)pyridin-3-yl)-5-methyl-5-(trifluoromethyl)tetrahydrofuran-2-carboxamide ClC1=C(C=CC(=C1)OC(F)(F)F)[C@@H]1[C@H](O[C@@](C1)(C(F)(F)F)C)C(=O)NC=1C=NC(=CC1)[C@H](CO)O